C(CCCCCCCCCCC)C1=CC=CC(=C1S(=O)(=O)N)C1=CC=CC=C1 6-dodecyl-2-phenyl-benzenesulfonamide